C(\C=C/C)(=O)O cis-butenoic acid